(1R,9S)-1-((S)-1-(Dimethylamino)-3-hydroxypropyl)-9-ethyl-5-fluoro-9-hydroxy-4-methyl-1,2,3,9,12,15-hexahydro-10H,13H-benzo[de]pyrano[3',4':6,7]indolizino[1,2-b]quinoline-10,13-dione CN([C@@H](CCO)[C@@H]1CCC=2C=3C1=C1C(=NC3C=C(C2C)F)C2=CC3=C(C(N2C1)=O)COC([C@]3(O)CC)=O)C